ClC(C1=NC(=NO1)C1=CC=C(C=C1)P(OCC)(=O)NC1=CC(=C(C=C1)F)F)(F)F ethyl P-(4-(5-(chlorodifluoromethyl)-1,2,4-oxadiazol-3-yl)phenyl)-N-(3,4-difluorophenyl)phosphonamidate